2-(4-methoxyphenyl)-4-bromo-1-chlorobenzene COC1=CC=C(C=C1)C1=C(C=CC(=C1)Br)Cl